trans-4-Acetamido-N-(3-(1-cyclopropyl-1H-pyrazol-4-yl)phenyl)-N-((trans-4-(4-methoxy-3-methylphenyl)cyclohexyl)methyl)cyclohexanecarboxamide C(C)(=O)N[C@@H]1CC[C@H](CC1)C(=O)N(C[C@@H]1CC[C@H](CC1)C1=CC(=C(C=C1)OC)C)C1=CC(=CC=C1)C=1C=NN(C1)C1CC1